7-(3-((benzyloxy)methoxy)-8-ethyl-7-fluoronaphthalen-1-yl)-2-(((2R,7aS)-2-fluorotetrahydro-1H-pyrrolizin-7a(5H)-yl)methoxy)-4-methoxy-5,6,7,8-tetrahydropyrido[3,4-d]pyrimidine C(C1=CC=CC=C1)OCOC=1C=C(C2=C(C(=CC=C2C1)F)CC)N1CC=2N=C(N=C(C2CC1)OC)OC[C@]12CCCN2C[C@@H](C1)F